(5RS)-2-[4-(Methylsulfanyl)benzyl]-5-(pyrrolidin-1-ylcarbonyl)-5,6,7,8-tetrahydro[1,2,4]triazolo[4,3-a]pyridine-3(2H)-one CSC1=CC=C(CN2N=C3N([C@H](CCC3)C(=O)N3CCCC3)C2=O)C=C1 |r|